FC=1C=C(C=CC1)[C@H](CNC(C)(C)C1CCC(CC1)C(=O)OC)O Methyl (1R,4r)-4-(2-(((R)-2-(3-fluorophenyl)-2-hydroxyethyl)amino)propan-2-yl)cyclohexane-1-carboxylate